COCCOCCNC(=O)C1=NC=C(C(=C1)C)B1OC(C(O1)(C)C)(C)C N-[2-(2-methoxyethoxy)ethyl]-4-methyl-5-(4,4,5,5-tetramethyl-1,3,2-dioxaborolan-2-yl)pyridine-2-carboxamide